4-(2-oxopyridin-1(2H)-yl)cyclohexane-1-carbaldehyde O=C1N(C=CC=C1)C1CCC(CC1)C=O